N1C=CC2=CC(=CC=C12)S(=O)(=O)N1C=C(C=C1)C(=O)NC1=CC=C(C=C1)CC(C)C 1-((1H-indol-5-yl)sulfonyl)-N-(4-isobutylphenyl)-1H-pyrrole-3-carboxamide